4-Chloro-7-{(3S)-3-[4-(4-{[6-(2,6-dioxopiperidin-3-yl)-5,7-dioxo-3,5,6,7-tetrahydropyrrolo[3,4-f]isoindol-2(1H)-yl]methyl}piperidin-1-yl)phenyl]piperidin-1-yl}-1H-indole-3-carbonitrile ClC1=C2C(=CNC2=C(C=C1)N1C[C@@H](CCC1)C1=CC=C(C=C1)N1CCC(CC1)CN1CC2=CC=3C(N(C(C3C=C2C1)=O)C1C(NC(CC1)=O)=O)=O)C#N